FC(C1=CC=C2C(CC3(CCSCC3)OC2=C1)=O)(F)F 7-(trifluoromethyl)-2',3',5',6'-tetrahydrospiro[chromane-2,4'-thiopyran]-4-one